BrC=1C=CC=C2C(=NC(=NC12)NCC1CCCCC1)N[C@H](CC)C1CC1 (R)-8-bromo-N-(cyclohexylmethyl)-N4-(1-cyclopropylpropyl)quinazoline-2,4-diamine